Cl.N1(CCOCC1)S(=O)(=O)C=1C=CC(=NC1)N1N=CN=C1[C@H](C)N (1S)-1-{1-[5-(morpholin-4-ylsulfonyl)pyridin-2-yl]-1H-1,2,4-triazol-5-yl}ethanamine hydrochloride